Benzyl-4-(2-{[dimethyl(phenyl)silyl]methyl}-4-oxo-4-(quinolin-8-ylamino)butyl)piperidine-1-carboxylate C(C1=CC=CC=C1)OC(=O)N1CCC(CC1)CC(CC(NC=1C=CC=C2C=CC=NC12)=O)C[Si](C1=CC=CC=C1)(C)C